2-(3-(6-chloro-7-fluoro-5-methoxy-1-methyl-3-(1H-pyrazol-4-yl)-1H-indol-2-yl)-1H-1,2,4-triazol-5-yl)propionitrile ClC1=C(C=C2C(=C(N(C2=C1F)C)C1=NNC(=N1)C(C#N)C)C=1C=NNC1)OC